1-phenyl-3-methyl-pyrazol-5-one C1(=CC=CC=C1)N1NC(=CC1=O)C